3-(4-(4-((2,6-dioxopiperidin-3-yl)amino)-2-fluorophenyl)-[1,4'-bipiperidin]-1'-yl)propanoic acid O=C1NC(CCC1NC1=CC(=C(C=C1)C1CCN(CC1)C1CCN(CC1)CCC(=O)O)F)=O